4-bromo-2-(difluoromethyl)-1,3-thiazole BrC=1N=C(SC1)C(F)F